NC=1C2=C(C(NN1)=O)N(N=C2C2=CC=C(CNC(C1=C(C=CC(=C1)F)OC)=O)C=C2)[C@@H]2CC[C@H](CC2)O trans-N-(4-(4-amino-1-((1R,4R)-4-hydroxycyclohexanyl)-7-oxo-6,7-dihydro-1H-pyrazolo[3,4-d]pyridazin-3-yl)benzyl)-5-fluoro-2-methoxybenzamide